ClC1=CC=C(CC=2N=C(NN2)C2CCN(CC2)CCC2=CC=CC=C2)C=C1 4-[5-(4-Chloro-benzyl)-2H-[1,2,4]triazol-3-yl]-1-phenethyl-piperidine